C(C)OC(\C=C\CNCCCN1C2=C(OCC3=C1C=CC=C3)C=CC(=C2)Cl)=O.ClC2=NC=C(C=N2)CC2=CSC=C2 chloro-5-(thiophen-3-ylmethyl)pyrimidine Ethyl-(E)-4-[3-(7-chlorodibenzo[b,e][1,4]oxazepin-5(11H)-yl)propylamino]but-2-enoate